(2-hydroxyphenyl)-pyrrolidin-1-ylmethanone OC1=C(C=CC=C1)C(=O)N1CCCC1